5-bromo-6-nitroindoline-2,3-dione BrC=1C=C2C(C(NC2=CC1[N+](=O)[O-])=O)=O